2-(3,4-dimethoxy-5-propoxyphenyl)ethanamine COC=1C=C(C=C(C1OC)OCCC)CCN